3-amino-4-(1H-pyrrol-1-yl)benzonitrile NC=1C=C(C#N)C=CC1N1C=CC=C1